methyl (S)-2-((R)-1-(4-chloro-1H-pyrazol-1-yl)propan-2-yl)-7-methyl-3-(7-azaspiro[3.5]nonan-2-yl)-3,7,8,9-tetrahydro-6H-imidazo[4,5-f]quinoline-6-carboxylate ClC=1C=NN(C1)C[C@@H](C)C=1N(C=2C(=C3CC[C@@H](N(C3=CC2)C(=O)OC)C)N1)C1CC2(C1)CCNCC2